CNCCS(=O)(=O)[O-] N-methyl-taurinate